C(CCCCC)C(C(C(=O)[O-])S(=O)(=O)O)(C(=O)[O-])CCCCCC di(n-hexyl)sulfosuccinate